3,3'-(butane-1,4-diyldisulfonyl)dipropanal C(CCCS(=O)(=O)CCC=O)S(=O)(=O)CCC=O